BrC=1C=C(C(=NC1)NC)N 5-bromo-N2-methyl-pyridine-2,3-diamine